tert-butyl 3-[6-[2-(tert-butoxycarbonylamino)-3-cyano-4,5,6,7-tetrahydrobenzothiophen-4-yl]-5-fluoro-3,4-dimethyl-2,7-naphthyridin-1-yl]-3,8-diazabicyclo[3.2.1]octane-8-carboxylate C(C)(C)(C)OC(=O)NC=1SC2=C(C1C#N)C(CCC2)C=2C(=C1C(=C(N=C(C1=CN2)N2CC1CCC(C2)N1C(=O)OC(C)(C)C)C)C)F